Chromous Sulfate S(=O)(=O)([O-])[O-].[Cr+2]